FC=1C=CC(=NC1C)NC1=CC=C2C=CNC2=C1 N-(5-fluoro-6-methylpyridin-2-yl)-1H-indol-6-amine